(S)-1-(methylthio)-7-(piperidin-3-ylamino)-2,6-naphthyridine-3-carbonitrile CSC1=NC(=CC2=CN=C(C=C12)N[C@@H]1CNCCC1)C#N